(8-fluoro-6-methyl-3,4-dihydroquinolin-1(2H)-yl)(3-(indolin-1-ylsulfonyl)phenyl)methanone FC=1C=C(C=C2CCCN(C12)C(=O)C1=CC(=CC=C1)S(=O)(=O)N1CCC2=CC=CC=C12)C